N-3-methylphenyl-formamide 4-biphenylformate C1(=CC=C(C=C1)C(=O)O)C1=CC=CC=C1.CC=1C=C(C=CC1)NC=O